[N+](#[C-])CS(=O)(=O)C1=CC=C(C=C1)C 1-(isocyanomethylsulfonyl)-4-methyl-benzen